P(OC1=C(C(=C(C(=C1C1=C(C=C(C=C1)C(C)(C)C)C(C)(C)C)C1=C(C=C(C=C1)C(C)(C)C)C(C)(C)C)C1=CC=C(C=C1)OP([O-])=O)C1=C(C=C(C=C1)C(C)(C)C)C(C)(C)C)C1=C(C=C(C=C1)C(C)(C)C)C(C)(C)C)([O-])=O tetrakis(2,4-di-tertbutylphenyl)[1,1-biphenyl]-4,4'-diyl bisphosphonate